8-methoxy-6-[7-[2-(methylamino)ethoxy]imidazo[1,2-a]pyridin-3-yl]-2-(2,2,2-trifluoroethyl)-3,4-dihydroisoquinolin-1-one COC=1C=C(C=C2CCN(C(C12)=O)CC(F)(F)F)C1=CN=C2N1C=CC(=C2)OCCNC